The molecule is a methoxybenzoic acid having a single methoxy group at the 3-position together with acetyl and methyl substituents at the 4- and 5-positions respectively. It derives from a benzoic acid. It is a conjugate acid of a macrophomate. CC1=CC(=CC(=C1C(=O)C)OC)C(=O)O